4z,7z,10z,13z,16z,19z-Docosahexaenoic Acid CC/C=C\C/C=C\C/C=C\C/C=C\C/C=C\C/C=C\CCC(=O)O